OCCOC1=CC=C(C=C1)[C@]([C@@](O)(C1=CC=C(C=C1)OCCNC)C1=CC=C(C=C1)O)(O)C1=CC=C(C=C1)O (1R,2S)-1-(4-(2-hydroxyethoxy)phenyl)-1,2-bis(4-hydroxyphenyl)-2-(4-(2-(methylamino)ethoxy)phenyl)ethane-1,2-diol